C(C)(C)(C)C1=C(C(=C(C(=C1)C)C=1NC=2C=CN=C(C2C(C1)=O)C(=O)N)F)Cl 2-(4-tert-butyl-3-chloro-2-fluoro-6-methyl-phenyl)-4-oxo-1H-1,6-naphthyridine-5-carboxamide